(3-(4-chlorophenoxy)-2-nitrophenyl)(5-hydroxy-1,3-dimethyl-1H-pyrazol-4-yl)methanone ClC1=CC=C(OC=2C(=C(C=CC2)C(=O)C=2C(=NN(C2O)C)C)[N+](=O)[O-])C=C1